N-(5-bromo-3-fluoro-2-nitrophenyl)benzo[d][1,3]dioxol-5-amine BrC=1C=C(C(=C(C1)NC1=CC2=C(OCO2)C=C1)[N+](=O)[O-])F